CS(=O)(=O)C=1C=C(C=CC1)C=1C2=C(N=C(N1)N1[C@H](CCC1)C(=O)N)CCC2 (R)-1-(4-(3-(methylsulfonyl)phenyl)-6,7-dihydro-5H-cyclopenta[d]pyrimidin-2-yl)pyrrolidine-2-carboxamide